COC=1C=C2C[C@@H](C2=CC1OC)CN(CCCC1C(NC2=C(C=C1)C=CC=C2)=O)C 3-[3-[[[(7S)-3,4-dimethoxybicyclo[4.2.0]octa-1,3,5-trien-7-yl]methyl]methylamino]propyl]-1,3-dihydro-2H-benzazepin-2-one